C[C@@H]1NCCC=2C1=NN(C2C2=CC=CC=C2)C2=CC=CC=C2 (S)-7-methyl-2,3-diphenyl-4,5,6,7-tetrahydro-2H-pyrazolo[3,4-c]pyridine